4-bromo-1-tosyl-1H-pyrrolo[2,3-b]pyridine BrC1=C2C(=NC=C1)N(C=C2)S(=O)(=O)C2=CC=C(C)C=C2